CS(=O)(=O)N1CCCCCC1 1-(methylsulfonyl)azepan